N'-phenyl-4-(thiophen-2-yl)benzene-1,3-diamine C1(=CC=CC=C1)NC=1C=C(C=CC1C=1SC=CC1)N